The molecule is a member of the class of furans that is 2-furfural substituted at position 4 by a phosphooxymethyl group. It has a role as a bacterial metabolite. It is an arenecarbaldehyde, an organic phosphate and a member of furans. It is a conjugate acid of a 4-(phosphooxymethyl)-2-furancarboxaldehyde(2-). C1=C(OC=C1COP(=O)(O)O)C=O